2'-chloro-6-fluoro-5'-(2-((2-hydroxy-2-methylpropyl)amino)-1-phenylethyl)-5-(2-methoxyethoxy)-[1,1'-biphenyl]-2-carboxamide trifluoroacetate FC(C(=O)O)(F)F.ClC1=C(C=C(C=C1)C(CNCC(C)(C)O)C1=CC=CC=C1)C=1C(=CC=C(C1F)OCCOC)C(=O)N